methyl (R)-5'-bromo-2'-oxo-1,1',2',3-tetrahydrospiro[indene-2,3'-pyrrolo[2,3-b]pyridine]-5-carboxylate BrC=1C=C2C(=NC1)NC([C@@]21CC2=CC=C(C=C2C1)C(=O)OC)=O